ClC1=CC=C(C=N1)NC1=NC=CC2=CC(=CC=C12)N1CCCC1 N-(6-chloropyridin-3-yl)-6-(pyrrolidin-1-yl)isoquinolin-1-amine